C(C1=CC=NC=C1)N([C@@H](C)C(=O)O)C isonicotinyl-N-methyl-L-alanine